COC(=O)C=1C(N=C(NC1CN1CC2(CC2)C[C@H]1C(=O)N1CCOCC1)C=1SC=CN1)C1=C(C=C(C=C1)F)Cl 4-(2-chloro-4-fluorophenyl)-6-(((S)-6-(morpholine-4-carbonyl)-5-azaspiro[2.4]heptan-5-yl)methyl)-2-(thiazol-2-yl)-1,4-dihydropyrimidine-5-carboxylic acid methyl ester